(2S,4S)-N-(6-bromopyridin-2-yl)-4-methylpyrrolidine-2-carboxamide BrC1=CC=CC(=N1)NC(=O)[C@H]1NC[C@H](C1)C